2-bromo-4-chloro-1-(methoxy-d3)benzene tert-butyl-(S)-2-(2-(1H-benzo[d]imidazole-2-carboxamido)-4,4-dimethylpentanoyl)-1-(3-amino-3-oxopropyl)hydrazine-1-carboxylate C(C)(C)(C)OC(=O)N(NC([C@H](CC(C)(C)C)NC(=O)C1=NC2=C(N1)C=CC=C2)=O)CCC(=O)N.BrC2=C(C=CC(=C2)Cl)OC([2H])([2H])[2H]